4-methoxy-N-(4-((4-methylpiperidin-1-yl)methyl)phenyl)-5-(o-tolyl)-7H-pyrrolo[2,3-d]pyrimidin-2-amine COC=1C2=C(N=C(N1)NC1=CC=C(C=C1)CN1CCC(CC1)C)NC=C2C2=C(C=CC=C2)C